SCCCSCC1=CC(=CC(=C1)CSCCCS)CSCCCS 1,3,5-tris(mercaptopropylthiomethyl)benzene